(S)-5-((((S)-4-((S)-4-acryloyl-2-methylpiperazin-1-yl)-7-(6-amino-4-methyl-3-(trifluoromethyl)pyridin-2-yl)-6-chloro-8-fluoroquinazolin-2-yl)oxy)methyl)-1-methylpyrrolidin-2-one C(C=C)(=O)N1C[C@@H](N(CC1)C1=NC(=NC2=C(C(=C(C=C12)Cl)C1=NC(=CC(=C1C(F)(F)F)C)N)F)OC[C@@H]1CCC(N1C)=O)C